COC=1C=C2C(=NC=NC2=CC1OC)C=1C=CC(=NC1)CS(=O)(=O)N ((5-(6,7-Dimethoxyquinazolin-4-yl)pyridin-2-yl)methyl)sulfonamide